{1-[2,6-difluoro-4-(6-methoxy-piperazin-2-yl)-phenyl]Pyrrolidin-3-yl}-acetic acid FC1=C(C(=CC(=C1)C1NC(CNC1)OC)F)N1CC(CC1)CC(=O)O